ClN1N=C2C(=N1)C=CC=C2 2-chloro-2H-benzo[d][1,2,3]triazole